C(C)(=O)N1CC(C1)NCC1=CN(C2=CC(=CC=C12)C1=NC=CC(=C1Cl)C=1C(=C(C=CC1)C1=CC=C(C(=N1)OC)CNC[C@@H]1CCC(N1)=O)Cl)C (5S)-5-[[[6-[3-[2-[3-[[(1-Acetylazetidin-3-yl)amino]methyl]-1-methyl-indol-6-yl]-3-chloro-4-pyridyl]-2-chloro-phenyl]-2-methoxy-3-pyridyl]methylamino]methyl]pyrrolidin-2-one